N-(3-(2-(benzo[d]thiazol-6-ylamino)-[1,2,4]triazolo[1,5-a]pyridin-5-yloxy)-4-fluorophenyl)acrylamide S1C=NC2=C1C=C(C=C2)NC2=NN1C(C=CC=C1OC=1C=C(C=CC1F)NC(C=C)=O)=N2